C(C)(C)(C)OC(N(C)C=1NC=CN1)=O (1H-imidazol-2-yl)(methyl)carbamic acid tert-butyl ester